4,4'-diamino[1,1'-biphenyl]-3-sulfonic acid NC1=C(C=C(C=C1)C1=CC=C(C=C1)N)S(=O)(=O)O